ClC1=NC=C(C(=C1)C1=C(C=NC(=C1)C)C(=O)NC=1SC(=NN1)OCC1(COCC1)C)OC 2'-chloro-5'-methoxy-6-methyl-N-(5-((3-methyltetrahydrofuran-3-yl)methoxy)-1,3,4-thiadiazol-2-yl)-(4,4'-bipyridine)-3-carboxamide